mono-n-butyl ether C(CCC)OCCCC